tert-butyl 4-(4-((4-([1,2,4]triazolo[1,5-a]pyridin-6-yloxy)-3-chloro-2-fluorophenyl)amino)pyrido[3,2-d]pyrimidin-6-yl)piperazine-1-carboxylate N=1C=NN2C1C=CC(=C2)OC2=C(C(=C(C=C2)NC=2C1=C(N=CN2)C=CC(=N1)N1CCN(CC1)C(=O)OC(C)(C)C)F)Cl